(4R)-ethyl 4-phenyl-2-(trifluoromethyl)oxazolidine-2-carboxylate C1(=CC=CC=C1)[C@H]1NC(OC1)(C(=O)OCC)C(F)(F)F